C(C)O[Si](CCCSC(C)C1=CC=CC=C1)(OCC)OCC triethoxy(3-((1-phenylethyl)thio)propyl)silane